methyl N-[5-[6-[(4-chloro-3-methoxy-phenyl)-(cyanomethyl) carbamoyl] imidazo[1,2-a]pyridin-3-yl]-2-pyridyl]carbamate ClC1=C(C=C(C=C1)N(C(=O)C=1C=CC=2N(C1)C(=CN2)C=2C=CC(=NC2)NC(OC)=O)CC#N)OC